(3S,4S)-4-{[5-(2,4-difluoro-phenyl)-isoxazole-3-carbonyl]-amino}-1-ethyl-piperidine-3-carboxylic acid (1-pyrimidin-2-yl-cyclopropyl)-amide N1=C(N=CC=C1)C1(CC1)NC(=O)[C@H]1CN(CC[C@@H]1NC(=O)C1=NOC(=C1)C1=C(C=C(C=C1)F)F)CC